(2R,6S)-2-methyl-4-(8-methylquinoxalin-5-yl)-6-[[4-(4-piperazin-1-ylpyrimidin-2-yl)piperazin-1-yl]methyl]morpholine C[C@@H]1CN(C[C@@H](O1)CN1CCN(CC1)C1=NC=CC(=N1)N1CCNCC1)C1=C2N=CC=NC2=C(C=C1)C